(2E)-2,3-dibromobut-2-ene-1,4-diyl dipropanoate (2E)-2,3-dibromobut-2-ene-1,4-diyl-bis(2-methylpropanoate) Br\C(\CC(C(=O)O)(C)C)=C(/CC(C(=O)O)(C)C)\Br.C(CC)(=O)OC/C(=C(/COC(CC)=O)\Br)/Br